1-methyl-2-imidazolecarboxaldehyde CN1C(=NC=C1)C=O